(9H-fluoren-9-yl)methyl (7-(tert-butylsulfinyl)-6,7-dihydro-5H-pyrrolo[2,3-d]pyrimidin-2-yl)carbamate C(C)(C)(C)S(=O)N1CCC2=C1N=C(N=C2)NC(OCC2C1=CC=CC=C1C=1C=CC=CC21)=O